C(=O)(OC(C)(C)C)N[C@@H](C)C(=O)O |r| boc-DL-alanine